1-(tert-butyl) 2-methyl (2S)-4-fluoropiperidine-1,2-dicarboxylate FC1C[C@H](N(CC1)C(=O)OC(C)(C)C)C(=O)OC